2-O-(2,5-dichloro-6-methoxybenzoyl)-D-glucose ClC1=C(C(=O)O[C@@H](C=O)[C@@H](O)[C@H](O)[C@H](O)CO)C(=C(C=C1)Cl)OC